C(O[C@@H]1[C@@](O[C@H](C1)N1C=CC2=C1N=C(N=C2N)Cl)(C#C)CO[Si](C)(C)C(C)(C)C)(OCC2=CC=CC=C2)=O (2R,3S,5R)-5-(4-amino-2-chloro-7H-pyrrolo[2,3-d]pyrimidin-7-yl)-2-(((tert-butyldimethylsilyl)oxy)methyl)-2-ethynyltetrahydrofuran-3-yl benzyl carbonate